CC=1OC=C(N1)[C@H]1N(OCC1)C(=O)[O-] (3S)-3-(2-methyloxazol-4-yl)isoxazolidine-2-carboxylate